heptyl-3-(3,5-di-tert-butyl-4-hydroxyphenyl)propanoate C(CCCCCC)OC(CCC1=CC(=C(C(=C1)C(C)(C)C)O)C(C)(C)C)=O